6-bromo-N-(2,2-difluoro-1,3-benzodioxol-4-yl)-1H-indole-3-sulfonamide BrC1=CC=C2C(=CNC2=C1)S(=O)(=O)NC1=CC=CC=2OC(OC21)(F)F